(S)-N5-(6-Hydroxyspiro[3.3]heptan-2-yl)-N3-methyl-1-(1-phenylethyl)-1H-pyrazole-3,5-dicarboxamide OC1CC2(CC(C2)NC(=O)C2=CC(=NN2[C@@H](C)C2=CC=CC=C2)C(=O)NC)C1